(Z)-4-azidobut-2-en N(=[N+]=[N-])C\C=C/C